Ethyl-3,6-dimethylpyrazine C(C)C1=NC(=CN=C1C)C